FC1=CC=C2C=CNC2=C1OC 6-fluoro-7-methoxy-1H-indol